[N-](S(=O)(=O)C(F)(F)F)S(=O)(=O)C(F)(F)F.C(C1CO1)N1C=[N+](C=C1)CCCC 1-glycidyl-3-butylimidazolium bis(trifluoromethanesulfonyl)imide